C[C@@H]1N(C[C@H](N(C1)C(C)C=1C=C(C=CC1)C)C)C=1C=2N=C(N(C2N(C(N1)=O)C)CC)CC#N 2-(6-((2S,5R)-2,5-dimethyl-4-(1-(m-tolyl)ethyl)piperazin-1-yl)-9-ethyl-3-methyl-2-oxo-3,9-dihydro-2H-purin-8-yl)acetonitrile